N-(cycloheptylmethyl)-2-[(3-hydroxyphenyl)methyl]-1H-benzimidazole-5-carboxamide C1(CCCCCC1)CNC(=O)C1=CC2=C(NC(=N2)CC2=CC(=CC=C2)O)C=C1